tert-butyl 4-[1-(2,6-dioxo-3-piperidyl)-3-(2-methoxyethyl)-2-oxo-benzimidazol-5-yl]piperidine-1-carboxylate O=C1NC(CCC1N1C(N(C2=C1C=CC(=C2)C2CCN(CC2)C(=O)OC(C)(C)C)CCOC)=O)=O